sodium benzenesulfonate (besylate) S(=O)(=O)([O-])C1=CC=CC=C1.C1(=CC=CC=C1)S(=O)(=O)O.[Na+]